[Li].[Si](=O)=O silicon dioxide, lithium salt